[C@H]12OC[C@H](N(C1)CCO)C2 2-[(1R,4R)-2-oxa-5-azabicyclo[2.2.1]heptan-5-yl]ethanol